5-(4-((1-phenyl-ethyl)amino)quinazolin-6-yl)pyridin-3-ol C1(=CC=CC=C1)C(C)NC1=NC=NC2=CC=C(C=C12)C=1C=C(C=NC1)O